α-ethyl-1-vinylnaphthalene C(C)C1(CC=CC2=CC=CC=C12)C=C